Dimethylene Glycol Monobenzyl Ether C(C1=CC=CC=C1)OCCO